hexahydroxy-1,4-naphthoquinone OC=1C(=C(C(=C2C(C(=C(C(C12)=O)O)O)=O)O)O)O